FC1=CC=C(C=C1)C1=CC=C(S1)CC(=O)NCCN1CCOCC1 2-(5-(4-fluorophenyl)thiophen-2-yl)-N-(2-morpholinoethyl)acetamide